COCCO[C@H]1C[C@H](C1)NC1=NN2C(C=N1)=C(C=C2)C=2C=NC1=NC=CC=C1C2 N-(cis-3-(2-methoxyethoxy)cyclobutyl)-5-(1,8-naphthyridin-3-yl)pyrrolo[2,1-f][1,2,4]triazin-2-amine